1-[(1R)-2-{2-[4-(difluoromethoxy)benzenesulfonyl]-2H,4H,5H,6H-pyrrolo[3,4-c]pyrazol-5-yl}-2-oxo-1-phenylethyl]azetidin-2-one FC(OC1=CC=C(C=C1)S(=O)(=O)N1N=C2C(=C1)CN(C2)C([C@@H](C2=CC=CC=C2)N2C(CC2)=O)=O)F